(S)-isopropyl methanesulfonate CS(=O)(=O)OC(C)C